(R)-1-(1H-benzo[d]imidazol-5-yl)-4-(4-(3,3-difluoropropoxy)-2,6-difluorophenyl)azetidin-2-one N1C=NC2=C1C=CC(=C2)N2C(C[C@@H]2C2=C(C=C(C=C2F)OCCC(F)F)F)=O